N-[3,4-Dichloro-10-(1-tetrahydropyran-2-ylpyrazol-4-yl)-6,7,8,9-tetrahydropyrido[1,2-a]indol-7-yl]acetamide ClC1=CC=C2C(=C3N(C2=C1Cl)CC(CC3)NC(C)=O)C=3C=NN(C3)C3OCCCC3